C1=C(C=CC2=CC=CC=C12)CO[C@@H]1[C@H]([C@H]([C@H](OCC=C)O[C@H]1C)O)O[Si](CC)(CC)CC Allyl 4-O-(2-naphthylmethyl)-3-O-triethylsilyl-alpha-L-rhamnopyranoside